COC1=CC=C(C=C1)N1NC(=CC(=N1)S(=O)(=O)C1CCCCC1)S(=O)(=O)C1CCCCC1 2-(4-methoxyphenyl)-4,6-bis(cyclohexylsulfonyl)triazine